C(C)(C)(C)C1[C@](N(CC[C@@]1(C(=O)O)CC1=NC(=C(C=C1F)F)NC1=NN(C(=C1)C)C(C)(C)C)C(=O)O)(C)C(C)(C)C di-tert-butyl-(2R,4R)-4-((6-((1-(tert-butyl)-5-methyl-1H-pyrazol-3-yl)amino)-3,5-difluoropyridin-2-yl)methyl)-2-methylpiperidine-1,4-dicarboxylic acid